5-chloro-N-(1-(2-methoxyethyl)-1H-pyrazol-4-yl)-4-(3-phenylisoxazolidin-2-yl)pyrimidine-2-amine trifluoroacetate FC(C(=O)O)(F)F.ClC=1C(=NC(=NC1)NC=1C=NN(C1)CCOC)N1OCCC1C1=CC=CC=C1